4-(1-((methylthio)methyl-4-(trifluoromethyl)-1H-imidazol-2-yl)benzyl)-1H-pyrazolo[3,4-d]pyrimidine CSCN1C(=NC(=C1)C(F)(F)F)C1(CC2=C3C(=NC=N2)NN=C3)CC=CC=C1